4-(3-((6-Bromoquinolin-4-yl)amino)-5-methoxyphenyl)piperazin-2-one BrC=1C=C2C(=CC=NC2=CC1)NC=1C=C(C=C(C1)OC)N1CC(NCC1)=O